2-(2-chlorophenyl)-N-(2-(4-hydroxybenzyl)-4-sulfamoyl-2H-indazol-6-yl)acetamide ClC1=C(C=CC=C1)CC(=O)NC=1C=C(C2=CN(N=C2C1)CC1=CC=C(C=C1)O)S(N)(=O)=O